ClC=1C=C(C=CC1)C1=CNC=2N=CN=C(C21)N2CCCCC2 5-(3-Chlorophenyl)-4-(piperidin-1-yl)-7H-pyrrolo[2,3-d]pyrimidine